C[C@H]1N(C[C@@H]1C)C=1N=C(C2=C(N1)CCC2)C2=CC=C(C(=O)N)C=C2 4-(2-((2R,3S)-2,3-dimethylazetidin-1-yl)-6,7-dihydro-5H-cyclopenta[d]pyrimidin-4-yl)benzamide